P(=S)(OCC)(OCC)SC O,O-diethyl S-methyl dithiophosphate